COC(=O)C=1C=CC2=C(N(C(=N2)CN2CC(N(CC2)C2=NC(=CC=C2)Br)=O)C[C@H]2OCC2)C1 (S)-2-((4-(6-bromopyridin-2-yl)-3-oxopiperazin-1-yl)methyl)-1-(oxetan-2-ylmethyl)-1H-benzo[d]imidazole-6-carboxylic acid methyl ester